6-(2-((S)-4-(4-chlorophenyl)-2,3,9-trimethyl-6H-thieno[3,2-f][1,2,4]triazolo[4,3-a][1,4]diazepin-6-yl)acetyl)-L-lysine ClC1=CC=C(C=C1)C1=N[C@H](C=2N(C3=C1C(=C(S3)C)C)C(=NN2)C)CC(=O)C(CCC[C@H](N)C(=O)O)N